CS(=O)(=O)C1=CC(=C(C=C1)NCC#CC=1N(C2=CC=CC(=C2C1)NC1CCS(CC1)(=O)=O)CC(F)(F)F)OCC(F)(F)F 4-{[2-(3-{[4-methanesulfonyl-2-(2,2,2-trifluoroethoxy)phenyl]amino}prop-1-yn-1-yl)-1-(2,2,2-trifluoroethyl)-1H-indol-4-yl]amino}-1λ6-thiane-1,1-dione